2-Amino-5-(4-chloro-3-formyl-1H-pyrrolo[2,3-b]pyridin-5-yl)-N,N-dimethylbenzamide NC1=C(C(=O)N(C)C)C=C(C=C1)C=1C(=C2C(=NC1)NC=C2C=O)Cl